FC=1C(=C2C(=NC1)N(N=C2)COCC[Si](C)(C)C)C2=C1N(N=C2C2=NC=C(C=C2)F)CCC1 5-Fluoro-4-(2-(5-fluoropyridin-2-yl)-5,6-dihydro-4H-pyrrolo[1,2-b]pyrazol-3-yl)-1-((2-(trimethylsilyl)ethoxy)methyl)-1H-pyrazolo[3,4-b]pyridine